N-(3-bromo-5-(methylsulfonylamino)phenyl)-5-methyl-4-(pyridin-2-yl)thiophene-2-carboxamide BrC=1C=C(C=C(C1)NS(=O)(=O)C)NC(=O)C=1SC(=C(C1)C1=NC=CC=C1)C